COC(=O)C1=NN(C2=C1NC=1C2=NC=C(C1)Br)C 6-bromo-1-methyl-1,4-dihydropyrazolo[3',4':4,5]pyrrolo[3,2-b]pyridine-3-carboxylic acid methyl ester